1-(5-(5-cyano-3H-spiro[isobenzofuran-1,4'-piperidin]-1'-ylcarbonyl)-2-methylphenyl)-3-isobutylurea C(#N)C=1C=C2COC3(CCN(CC3)C(=O)C=3C=CC(=C(C3)NC(=O)NCC(C)C)C)C2=CC1